[Cl-].C(C)C1(C=CC=C1)[Sc+]C1(C=CC=C1)CC bis(ethylcyclopentadienyl)scandium chloride